2-(4-azidophenyl)-1,5,7-trimethyl-1H-benzo[d]imidazole N(=[N+]=[N-])C1=CC=C(C=C1)C1=NC2=C(N1C)C(=CC(=C2)C)C